6-chloro-3',6'-dihydro-[2,4'-bipyridine]-1'(2'H)-carboxylic acid tert-butyl ester C(C)(C)(C)OC(=O)N1CCC(=CC1)C1=NC(=CC=C1)Cl